ClC1=NC=C(C(=C1)N[C@H](CCO)CC)C1=NN(C=C1)C(F)F (S)-3-((2-chloro-5-(1-(difluoromethyl)-1H-pyrazol-3-yl)pyridin-4-yl)amino)pentan-1-ol